5-((1S)-1-(6-chloro-1,1-dioxo-3,4-dihydro-2H-pyrido[2,3-e][1,2]thiazin-2-yl)-2-(6-fluoro-2,3-dimethylphenyl)propyl)-1,3,4-oxadiazol-2(3H)-one ClC=1C=CC2=C(CCN(S2(=O)=O)[C@@H](C(C)C2=C(C(=CC=C2F)C)C)C2=NNC(O2)=O)N1